FC=1C=C(C=CC1)NC1=NC(=NC(=C1)C=1C=NC=CC1)[C@H]1CN[C@H](CC1)C N-(3-fluorophenyl)-2-((3r,6s)-6-methylpiperidin-3-yl)-6-(pyridin-3-yl)pyrimidin-4-amine